3-iodo-4-[5-(methoxymethoxy)-2-methyl-phenyl]quinoline-2-carboxylic acid ethyl ester C(C)OC(=O)C1=NC2=CC=CC=C2C(=C1I)C1=C(C=CC(=C1)OCOC)C